tert-butyl 4-[4-(trifluoromethoxy)phenyl]piperazine-1-carboxylate FC(OC1=CC=C(C=C1)N1CCN(CC1)C(=O)OC(C)(C)C)(F)F